C1(CC1)C1=C(C(=NO1)C1=C(C=NC=C1Cl)Cl)COC12CCC(CC1)(CC2)COC=2C=C1C=CC=NC1=CC2 6-((4-((5-Cyclopropyl-3-(3,5-dichloropyridin-4-yl)isoxazol-4-yl)methoxy)bicyclo[2.2.2]octan-1-yl)methoxy)chinolin